C(#N)NC1CC(C1)C(=O)NC=1SC(=CN1)[C@H]1OCCCC1 (1r,3r)-3-(cyanoamino)-N-{5-[(2S)-oxan-2-yl]-1,3-thiazol-2-yl}cyclobutane-1-carboxamide